[Si](C)(C)(C(C)(C)C)OC(C(C(=O)OCC)=[N+]=[N-])=C ethyl 3-[tert-butyl(dimethyl)silyl]oxy-2-diazo-but-3-enoate